FC=1C(=C(C(=CC1)F)C=1C(=CNC1C(C1=CC=C(C=C1)C#CCOCCOCCOCCOCCNC(OC(C)(C)C)=O)=O)C(=O)OC)C Methyl 4-(3,6-difluoro-2-methylphenyl)-5-(4-(2,2-dimethyl-4-oxo-3,8,11,14,17-pentaoxa-5-azaicos-19-yn-20-yl)benzoyl)-1H-pyrrole-3-carboxylate